C(C)OC(=O)C=1N=NSC1NC(=O)N1CCN(CC1)C1=C(C=CC=C1)F 5-{[4-(2-Fluoro-phenyl)-piperazine-1-carbonyl]-amino}-[1,2,3]thiadiazole-4-carboxylic acid ethyl ester